1,3-dimethyl-2-hydroxy-9H-thioxanthen-9-one CC1=C(C(=CC=2SC3=CC=CC=C3C(C12)=O)C)O